C(#N)C1=CC(=C(COC2=CC=CC(=N2)N2C3CN(CC2CC3)CC3=NC2=C(N3C[C@H]3OCC3)C=C(C=C2)C(=O)NS(=O)(=O)C)C=C1)F 2-((8-(6-((4-cyano-2-fluorobenzyl)oxy)pyridin-2-yl)-3,8-diazabicyclo[3.2.1]octan-3-yl)methyl)-N-(methylsulfonyl)-1-(((S)-oxetan-2-yl)methyl)-1H-benzo[d]imidazole-6-carboxamide